4-azacycloheptylboronic acid C1(CCNCCC1)B(O)O